5-acetamido-2-[3-(triethoxysilyl)propyl]-2H-tetrazole C(C)(=O)NC=1N=NN(N1)CCC[Si](OCC)(OCC)OCC